C(C)(C)(C)[Si](O[C@@H]([C@H](CC=O)OC1CCCC1)C1=CC(=C(C(=C1)OC)C)OC)(C)C (3S,4R)-4-[tert-butyl-(dimethyl)silyl]Oxy-3-(cyclopentyloxy)-4-(3,5-dimethoxy-4-methyl-phenyl)butanal